OC=1C=CC=2C[C@H]3N(CC[C@]45[C@@H](OC1C52)C(CC[C@@]34O)=O)CC=C (1S,5R,13R,17S)-10,17-dihydroxy-4-(prop-2-en-1-yl)-12-oxa-4-azapentacyclo[9.6.1.01,13.05,17.07,18]octadeca-7(18),8,10-trien-14-one